{3-[(1,3-benzothiazol-2-yl)({[2-(trimethylsilyl)ethoxy]methyl})amino]-4-cyclopropyl-5H,6H,7H,8H-pyrido[2,3-c]pyridazin-8-yl}-1,3-thiazole-4-carboxylic acid ethyl ester C(C)OC(=O)C=1N=C(SC1)N1CCCC2=C1N=NC(=C2C2CC2)N(COCC[Si](C)(C)C)C=2SC1=C(N2)C=CC=C1